N-(p-methoxyphenyl)-gamma-aminopropylethyldiethoxysilane COC1=CC=C(C=C1)NCCC[Si](OCC)(OCC)CC